C(CCCCCCCC(=O)OCCCCCCCC)(=O)OCC(COC(CCC(OCCCCCCCC)OCCCCCCCC)=O)COC(=O)OCCCN(CC)CC 1-(3-((4,4-bis(octyloxy)butanoyl)oxy)-2-((((3-(diethylamino)propoxy)carbonyl)oxy)methyl)propyl) 9-octyl nonanedioate